N1C2C(NC(C1)=O)CNCC2 1,2,4,4a,5,7,8,8a-octahydropyrido[3,4-b]pyrazin-3-one